ClC=1C=C(NC2(CCC3(C(=CC4=CC=CC=C34)CCOC3=C4C=CNC4=CC=C3)CC2)C(=O)O)C=CC1 (1r,4r)-4-(3-chloroanilino)-2'-{2-[(1H-indol-4-yl)oxy]ethyl}spiro[cyclohexane-1,1'-indene]-4-carboxylic acid